[Se]=[Te].[Zn] zinc selenotelluride